2-acetamido-N-acetylglucosamine C(C)(=O)NC1(C(O)O[C@@H]([C@H]([C@@H]1O)O)CO)NC(C)=O